N(=NC(=O)[O-])C(=O)[O-] diazene-1,2-dicarboxylate